C(C1=CC=CC=C1)(=O)C=1C=C(C=CC1)C(C(=O)[O-])C.COC1=C(C(=CC(=C1)OC)OC)[PH+](C1=C(C=C(C=C1OC)OC)OC)C1=C(C=C(C=C1OC)OC)OC tris(2,4,6-trimethoxyphenyl)phosphonium 2-(3-benzoylphenyl)propionate